benzyl-methyl-tetrazine C(C1=CC=CC=C1)C1=C(N=NN=N1)C